5-(2-chloro-5-(isobutyrylaminomethyl)benzoylamino)-N-(3-fluorophenyl)-1-(methoxymethyl)-1H-indole-2-carboxamide ClC1=C(C(=O)NC=2C=C3C=C(N(C3=CC2)COC)C(=O)NC2=CC(=CC=C2)F)C=C(C=C1)CNC(C(C)C)=O